1,1,1,3,3,3-hexafluoropropan-2-yl (S)-1-(pyridin-2-ylcarbamoyl)-6-azaspiro[2.5]octane-6-carboxylate N1=C(C=CC=C1)NC(=O)[C@H]1CC12CCN(CC2)C(=O)OC(C(F)(F)F)C(F)(F)F